COC(C1=CC=C(C=C1)C1=NC2=CC=C3C(=C2C=2CCCCC12)C=CN3)=O 4-(8,9,10,11-tetrahydro-3H-pyrrolo[3,2-a]phenanthridin-7-yl)benzoic acid methyl ester